2-(1,1-difluoro-4,4-dimethylpent-1-en-2-yl)naphthalene FC(=C(CC(C)(C)C)C1=CC2=CC=CC=C2C=C1)F